[Si](C)(C)(C(C)(C)C)OC1CC(C1)N1C(=NC2=NC=CC=C21)C(F)(F)F 1-((1r,3r)-3-((tert-butyldimethylsilyl)oxy)cyclobutyl)-2-(trifluoromethyl)-1H-imidazo[4,5-b]pyridine